ClC1=CC2=C(N=C(N=C2N[C@H](C)C2=C(C(=CC=C2)C(F)F)F)C)N=C1OCC(F)F (R)-6-Chloro-7-(2,2-difluoroethoxy)-N-(1-(3-(difluoromethyl)-2-fluorophenyl)ethyl)-2-Methylpyrido[2,3-d]pyrimidin-4-amine